FC(ON1C(=CC2=CC=CC=C12)C(=O)O)(F)F (trifluoromethoxy)-1H-indole-2-carboxylic acid